3-(4-methoxy-1-methylpyrrolidin-3-yl)-5-(piperidin-1-ylmethyl)-5,6-dihydro-1,4,2-dioxazine COC1C(CN(C1)C)C1=NOCC(O1)CN1CCCCC1